Ethyl 2-(2,4-difluorophenyl)-2H-1,2,3-triazole-4-carboxylate Ethyl-(2E,3E)-2-[2-(2,4-difluorophenyl)hydrazinylidene]-3-(hydroxyimino)propanoate C(C)OC(/C(/C=N/O)=N/NC1=C(C=C(C=C1)F)F)=O.FC1=C(C=CC(=C1)F)N1N=CC(=N1)C(=O)OCC